N-(3-Dimethylaminopropyl)-N'-ethylcarbodiimid-hydrochlorid Cl.CN(CCCN=C=NCC)C